((1R,2R)-2-(trifluoromethyl)cyclopropyl)methanol FC([C@H]1[C@@H](C1)CO)(F)F